5-amino-4-(3-methoxy-2,6-dimethylphenyl)-6-methyl-pyridine-2-carbonitrile NC=1C(=CC(=NC1C)C#N)C1=C(C(=CC=C1C)OC)C